Zirconium-Vanadium-Iron [Fe].[V].[Zr]